FC(C)(F)C1=NC=CC(=N1)NC1=CC(=NC=C1C=1SC2=C(CN(CC2)C)N1)NC(C)=O N-(4-((2-(1,1-difluoroethyl)pyrimidin-4-yl)amino)-5-(5-methyl-4,5,6,7-tetrahydrothiazolo[4,5-c]pyridin-2-yl)pyridin-2-yl)acetamide